(+/-)-4-(2-(2-bromophenyl)azepan-1-yl)-5,6-dimethylpyrimidin-2-amine BrC1=C(C=CC=C1)[C@@H]1N(CCCCC1)C1=NC(=NC(=C1C)C)N |r|